ClC1=CC(=C(C(=O)NC2CC2)C=C1C=1C=NN(C1)C1=CN=C2N1C=C(N=C2)OC)F 4-chloro-N-cyclopropyl-2-fluoro-5-[1-(6-methoxy-imidazo[1,2-a]pyrazin-3-yl)-1H-pyrazol-4-yl]-benzamide